N=1C=NN2C1C=CC(=C2)C=2C=CN1N=C(N=C(C12)OCC(F)F)NC1CC(C1)(O)CC (1s,3r)-3-((5-([1,2,4]triazolo[1,5-a]pyridin-6-yl)-4-(2,2-difluoroethoxy)pyrrolo[2,1-f][1,2,4]triazin-2-yl)amino)-1-ethylcyclobutan-1-ol